4-[(2S)-2-(dimethylamino)-3-[(3S)-5-methyl-3-phenylhexanamido]propyl]benzamide CN([C@@H](CC1=CC=C(C(=O)N)C=C1)CNC(C[C@H](CC(C)C)C1=CC=CC=C1)=O)C